C(=O)C1=CC=C(C2=C1OCO2)C#N 7-formylbenzo[1,3]dioxol-4-carbonitrile